C(C#C)O[C@H]1CO[C@H]2[C@@H]1OC[C@@H]2OC2=C(C=C(C=C2)N2N=CC(=C2)C(=O)O)N2N=NN=C2 1-(4-{[(3S,3aR,6S,6aR)-6-(prop-2-yn-1-yloxy)hexahydrofuro[3,2-b]furan-3-yl]oxy}-3-(1H-tetrazol-1-yl)phenyl)-1H-pyrazole-4-carboxylic acid